C(C)NC(=O)NCCC N-ethyl-N'-propylurea